CSC1=NN=NN1 5-methylthio-1H-tetrazole